hexadecyl-allyl-sodium C(CCCCCCCCCCCCCCC)C=CC[Na]